FCC(CF)N1N=NC2=C1C=C(C=C2)C=2C=CN1N=C(N=C(C12)OC)N[C@@H]1[C@@H](CN(CC1)C(CO)=O)F 1-((3R,4S)-4-((5-(1-(1,3-difluoropropan-2-yl)-1H-benzo[d][1,2,3]triazol-6-yl)-4-methoxypyrrolo[2,1-f][1,2,4]triazin-2-yl)amino)-3-fluoropiperidin-1-yl)-2-hydroxyethan-1-one